CC=1NC=CN1 L-2-methylimidazole